3-(4-(2,5-Diazabicyclo[2.2.2]octan-2-yl)-8-fluoro-2-(((S)-1-methylpyrrolidin-2-yl)methoxy)pyrido[4,3-d]pyrimidin-7-yl)-5-chloro-4-(trifluoromethyl)phenol C12N(CC(NC1)CC2)C=2C1=C(N=C(N2)OC[C@H]2N(CCC2)C)C(=C(N=C1)C=1C=C(C=C(C1C(F)(F)F)Cl)O)F